NC=1C(=CC(=C(OCCOC2CCC(CC2)N2C3=NC(=NC=C3N(C2=O)C)Cl)C1)C)C 9-((1r,4r)-4-(2-(5-amino-2,4-dimethylphenoxy)ethoxy)cyclohexyl)-2-chloro-7-methyl-7,9-Dihydro-8H-purin-8-one